(R)-7-bromo-4-(1-(4-chloro-2-(3-methyl-1H-pyrazol-1-yl)phenyl)-2,2,2-trifluoroethoxy)thieno[3,2-d]pyrimidine BrC1=CSC2=C1N=CN=C2O[C@@H](C(F)(F)F)C2=C(C=C(C=C2)Cl)N2N=C(C=C2)C